6-(5-methoxypyridin-2-yl)thiazolo[4,5-b]pyrazin-2-amine COC=1C=CC(=NC1)C=1N=C2C(=NC1)N=C(S2)N